N1C=NC2=C1C=CC(=C2)CN(C=2SC=C(N2)COCCOC2=CC(=CC=C2)N(C)C)CC2=CC(=CC=C2)OC N-((1H-benzo[d]imidazol-5-yl)methyl)-4-((2-(3-(dimethylamino)phenoxy)ethoxy)methyl)-N-(3-methoxybenzyl)thiazol-2-amine